(3R,4R)-1-tert-butoxy-carbonyl-3-hydroxy-piperidine-4-carboxylic acid C(C)(C)(C)OC(=O)N1C[C@@H]([C@@H](CC1)C(=O)O)O